5-((3aS,4S,6aR)-2-oxohexahydro-1H-thieno[3,4-d]imidazol-4-yl)-N-(prop-2-yn-1-yl)pentanamide O=C1N[C@H]2[C@@H](N1)CS[C@H]2CCCCC(=O)NCC#C